C(CCC)(=O)C1=CC(=C(C=N1)C=1C=2N(C3=CC(=NC=C3C1)NC(=O)[C@@H]1[C@@H](C1)F)N=CN2)C (1R,2R)-N-[4-(6-butanoyl-4-methylpyridin-3-yl)-[1,2,4]triazolo[1,5-a]1,6-naphthyridin-8-yl]-2-fluorocyclopropane-1-carboxamide